N5-ethyl-3-(2-hydroxy-1-phenylethoxy)-N2-methyl-1H-pyrrole-2,5-dicarboxamide C(C)NC(=O)C1=CC(=C(N1)C(=O)NC)OC(CO)C1=CC=CC=C1